(2-methoxyethoxy)-[1,1'-biphenyl] COCCOC1=C(C=CC=C1)C1=CC=CC=C1